ClC1=C(C=CC=C1Cl)SC=1C=2N(C(=NC1)N1CCC3(CC(C[C@H]3N)C)CC1)C=CN2 (1R)-8-(8-((2,3-dichlorophenyl)thio)imidazo[1,2-c]pyrimidin-5-yl)-3-methyl-8-aza-spiro[4.5]decan-1-amine